2-methyl-1-(4-nitrobenzyl)-1H-imidazole CC=1N(C=CN1)CC1=CC=C(C=C1)[N+](=O)[O-]